4-(difluorovinyl)-pyrrolidine FC(=CC1CCNC1)F